N-(methoxycarbonyl)methyl-3-aminopropyl-trimethoxysilane COC(=O)CNCCC[Si](OC)(OC)OC